(bromomethyl-d2)-3,6-dihydropyridine-1(2H)-carboxylic acid tert-butyl ester C(C)(C)(C)OC(=O)N1C(CC=CC1)C([2H])([2H])Br